2-CHLORONAPHTHALENE-1-BORONIC ACID ClC1=C(C2=CC=CC=C2C=C1)B(O)O